Cl.C[C@H]1OC2=C(CNC1)C=CC=C2 (R)-2-Methyl-2,3,4,5-tetrahydrobenzo[f][1,4]oxazepine hydrochloride